2-(4-(4-(8-(3,5-difluoro-4-(morpholinomethyl)phenyl)quinoxalin-2-yl)-1H-pyrazol-1-yl)piperidin-1-yl)-N-(6-((2-(2,6-dioxopiperidin-3-yl)-1,3-dioxoisoindolin-4-yl)amino)hexyl)acetamide FC=1C=C(C=C(C1CN1CCOCC1)F)C=1C=CC=C2N=CC(=NC12)C=1C=NN(C1)C1CCN(CC1)CC(=O)NCCCCCCNC1=C2C(N(C(C2=CC=C1)=O)C1C(NC(CC1)=O)=O)=O